C(C)C1=C(C=NN1C1CCNCC1)C=1C=C(C=2N(C1)N=CC2C#N)OC 6-(5-ethyl-1-(piperidin-4-yl)-1H-pyrazol-4-yl)-4-methoxypyrazolo[1,5-a]pyridine-3-carbonitrile